COC=1C=C(C2=C(N=C(N2CCCNC)C)C1)C1=CC=CC(=N1)N[C@H]1C[C@H](N(C1)C(=O)OC(C)(C)C)C(=O)OC O1-tert-butyl O2-methyl (2S,4S)-4-[[6-[6-methoxy-2-methyl-3-[3-(methylamino)propyl]benzimidazol-4-yl]-2-pyridyl]amino]pyrrolidine-1,2-dicarboxylate